2-(2,6-dioxopiperidin-3-yl)-4,5,6-trifluoro-7-(piperidin-4-yl)isoindoline-1,3-dione O=C1NC(CCC1N1C(C2=C(C(=C(C(=C2C1=O)F)F)F)C1CCNCC1)=O)=O